tert-butyl 8-methyl-7-[7-({6-[2-(morpholin-4-yl)acetamido]pyridin-3-yl}amino)-1,2,3,4-tetrahydro-2,6-naphthyridin-2-yl]-1H,2H,3H-pyrido[2,3-b][1,4]oxazine-1-carboxylate CC1=C(C=NC=2OCCN(C21)C(=O)OC(C)(C)C)N2CC1=CC(=NC=C1CC2)NC=2C=NC(=CC2)NC(CN2CCOCC2)=O